Methyl 2-(2,3-difluoro-6-(3-fluoro-1-methyl-1H-pyrazol-4-yl)phenyl)-3-formylimidazo[1,2-a]pyridine-7-carboxylate FC1=C(C(=CC=C1F)C=1C(=NN(C1)C)F)C=1N=C2N(C=CC(=C2)C(=O)OC)C1C=O